FC1=CC=C(C=C1)C(CN1C[C@H](CC1)CCN1C(C2=CC=CC=C2C1)=O)=O (R)-2-(2-(1-(2-(4-fluorophenyl)-2-oxoethyl)pyrrolidin-3-yl)ethyl)isoindolin-1-one